2,6-dichloro-4-(3-methyl-1-(4H-1,2,4-triazol-3-yl)cyclobutyl)pyridine ClC1=NC(=CC(=C1)C1(CC(C1)C)C1=NN=CN1)Cl